N1C=CC2=CC=C(C=C12)NC(=O)NC=1C=CC2=C(OCC(N2CC2=C(C=CC=C2)C(F)(F)F)=O)C1 1-(1H-indol-6-yl)-3-(3-oxo-4-(2-(trifluoromethyl)benzyl)-3,4-dihydro-2H-benzo[b][1,4]oxazin-7-yl)urea